ClC=1C=C(C=CC1F)/C(=C\C1=CC=C(C=C1)F)/C=1NC(=CN1)S(=O)(=O)C 2-[(E)-1-(3-chloro-4-fluorophenyl)-2-(4-fluorophenyl)ethenyl]-5-methanesulfonyl-1H-imidazole